5-(3-(2-(6-methylpyridin-3-yl)ethynyl)phenoxy)-1H-1,2,3-triazole-4-carboxylic acid CC1=CC=C(C=N1)C#CC=1C=C(OC2=C(N=NN2)C(=O)O)C=CC1